C1(CC1)[C@@H](C)NC=1N=CC2=C(N1)NC=C2C=2C=C(C1=C(N(C(=N1)C)C(C)C)C2)F (R)-N-(1-cyclopropylethyl)-5-(4-fluoro-1-isopropyl-2-methyl-1H-benzo[d]imidazol-6-yl)-7H-pyrrolo[2,3-d]pyrimidin-2-amine